ClC1=C(N(C)C)C=CC(=C1)C(F)(F)F chloro-4-trifluoromethyl-N,N-dimethylaniline